C(C1=CC=CC=C1)(=O)C1=CC(=CC=2SC3=CC(=CC=C3NC12)N(C)C)N(C)C benzoyl-3,7-bis(dimethylamino)phenothiazine